ClC=1C(=C(C(=CC1)C(F)F)C1=CN=CC(=N1)C(=O)NC=1C=NN(C1)C(C)C=1C(=NC(=NC1)SC)C)F 6-(3-chloro-6-(difluoromethyl)-2-fluorophenyl)-N-(1-(1-(4-methyl-2-(methylthio)pyrimidin-5-yl)ethyl)-1H-pyrazol-4-yl)pyrazine-2-carboxamide